6-azido-2-ethylmorpholine N(=[N+]=[N-])C1OC(CNC1)CC